methyl 4-fluoro-2-nitro-5-((tetrahydrofuran-3-yl)amino)benzoate FC1=CC(=C(C(=O)OC)C=C1NC1COCC1)[N+](=O)[O-]